FC(C1=CC=C(CN2CCN(CCC2)C=2SC(=CN2)C(=O)O)C=C1)(F)F 2-(4-(4-(trifluoromethyl)benzyl)-1,4-diazepan-1-yl)thiazole-5-carboxylic acid